ClC=1C(=NC(=NC1)NC1CCC(CC1)OC1=C2C=C(C=NC2=CC(=N1)N1CCOCC1)NS(=O)(=O)C)C N-[5-[4-[(5-chloro-4-methyl-pyrimidin-2-yl)amino]cyclohexoxy]-7-morpholino-1,6-naphthyridin-3-yl]methanesulfonamide